5-[5',6'-dihydrospiro[pyrrolidine-3,4'-pyrrolo[1,2-b]pyrazol]-2'-yl]-3-[(pyridazin-3-yl)methoxy]pyridin-2-amine-hydrochloride salt Cl.N=1N2C(=CC1C=1C=C(C(=NC1)N)OCC=1N=NC=CC1)C1(CC2)CNCC1